3-(chloromethyl)-6-(3-methylbenzyl)-5,6-dihydroimidazo[2,1-b]Thiazole hydrochloride Cl.ClCC=1N2C(SC1)=NC(C2)CC2=CC(=CC=C2)C